C1(=CC=CC=C1)C1=NC(=NC(=N1)C1=CC=CC=C1)C=1C=C(C(=C(C1)N1C2=CC=C(C=C2C=2C=C(C=CC12)C)C)N1C2=CC=C(C=C2C=2C=C(C=CC12)C)C)N1C2=CC=C(C=C2C=2C=C(C=CC12)C)C 9,9',9''-(5-(4,6-Diphenyl-1,3,5-triazin-2-yl)benzen-1,2,3-triyl)tris(3,6-dimethyl-9H-carbazol)